2-(4-isopropyl-5-(8-methoxy-[1,2,4]triazolo[1,5-a]pyridin-6-yl)-1H-pyrazol-3-yl)-5-((2R,5S)-4-(2-methoxyethyl)-2,5-dimethylpiperazin-1-yl)thiazole C(C)(C)C=1C(=NNC1C=1C=C(C=2N(C1)N=CN2)OC)C=2SC(=CN2)N2[C@@H](CN([C@H](C2)C)CCOC)C